C(CCCCCCC)OC(C(=O)OCCCCCCCC)=O oxalic acid dioctyl ester